N1CC(C1)C1=CC=C(N=N1)C1=C(C(=C(C=C1)O)F)C=1C=C(C=2N(C1)C=C(N2)C)F [6-(azetidin-3-yl)pyridazin-3-yl]-2-fluoro-3-{8-fluoro-2-methylimidazo[1,2-a]pyridin-6-yl}phenol